C(C)(C)(C)OC(=O)N([C@@H]1CN(CC1)C(=O)OCC1=CC=CC=C1)CC1CC1 benzyl (3S)-3-[(tert-butoxycarbonyl)(cyclopropylmethyl)amino]pyrrolidine-1-carboxylate